1-(5-((4-(methylsulfonyl)piperazin-1-yl)methyl)benzo[d]isoxazol-3-yl)dihydropyrimidine-2,4(1H,3H)-dione CS(=O)(=O)N1CCN(CC1)CC=1C=CC2=C(C(=NO2)N2C(NC(CC2)=O)=O)C1